OC(CN1CCN(C2(CCC2)C1)C1=NN(C(=C1)C)C1CC2(CN(C2)C(=O)OC(C)(C)C)C1)(C)C Tert-butyl 6-(3-(8-(2-hydroxy-2-methylpropyl)-5,8-diazaspiro[3.5]nonan-5-yl)-5-methyl-1H-pyrazol-1-yl)-2-azaspiro[3.3]heptane-2-carboxylate